N(=C=O)C1=CC=C2C=CN(C2=C1)C(=O)OC(C)(C)C tert-butyl 6-isocyanato-1H-indole-1-carboxylate